2,2-bipyridine N1=C(C=CC=C1)C1=NC=CC=C1